(S)-6-((1,4-dioxan-2-yl)methoxy)-2-(2,4-dimethoxyphenethyl)-3-ethylpyridin-4-ol O1[C@@H](COCC1)COC1=CC(=C(C(=N1)CCC1=C(C=C(C=C1)OC)OC)CC)O